2-[[2-butyl-4-(trifluoromethyl)imidazol-1-yl]methyl]-5-fluoro-pyrimidine C(CCC)C=1N(C=C(N1)C(F)(F)F)CC1=NC=C(C=N1)F